CC1=NC(=NO1)C1=CC=C2C=CN=C(C2=C1)NC=CC(=O)NC=1C=NNC1 3-{[7-(5-methyl-1,2,4-oxadiazol-3-yl)isoquinolin-1-yl]amino}-N-(1H-pyrazol-4-yl)acrylamide